CC1=CC(=NC=C1)N1N=CC(=C1)CC(=O)OC methyl 2-[1-(4-methylpyridin-2-yl)pyrazol-4-yl]acetate